N-(phenylmethyl)glycine C1(=CC=CC=C1)CNCC(=O)O